C(C)NC(C(CCC(C(=O)N)NC(=O)C1=NSN=C1)=O)=O N6-ethyl-5-oxo-2-(1,2,5-thiadiazol-3-carboxamido)hexandiamid